C(#N)[C@H](C[C@H]1C(NCC1)=O)NC(=O)[C@H]1N(C2CCC1C2)C(=O)C=2NC1=CC=CC(=C1C2)OC (3S)-N-((S)-1-cyano-2-((S)-2-oxopyrrolidin-3-yl)ethyl)-2-(4-methoxy-1H-indole-2-carbonyl)-2-azabicyclo[2.2.1]heptane-3-carboxamide